5-[(5-Methoxypyrazin-2-yl)methoxy]-2-(pyridin-3-yl)-1H-1,3-benzodiazole COC=1N=CC(=NC1)COC1=CC2=C(NC(=N2)C=2C=NC=CC2)C=C1